(S)-3-chloro-8-(3-(((cyclopropylmethylmethyl)sulfinyl)methyl)azetidin-1-yl)-5-Isopropylisoquinoline ClC=1N=CC2=C(C=CC(=C2C1)C(C)C)N1CC(C1)C[S@@](=O)CCC1CC1